tert-butyl ((S)-5-((4-((1-(tert-butyl)-3-((1S,3R)-3-((tert-butyldimethylsilyl)oxy)cyclopentyl)-1H-pyrazol-5-yl)amino)pyridin-2-yl)oxy)pentan-2-yl)carbamate C(C)(C)(C)N1N=C(C=C1NC1=CC(=NC=C1)OCCC[C@H](C)NC(OC(C)(C)C)=O)[C@@H]1C[C@@H](CC1)O[Si](C)(C)C(C)(C)C